2-(4-methanesulfonyl-2-nitro-benzoyl)cyclohexane-1,3-dione CS(=O)(=O)C1=CC(=C(C(=O)C2C(CCCC2=O)=O)C=C1)[N+](=O)[O-]